F[C@H]1[C@]2(CC[C@@](C[C@@H]1N(C=1N=NC(=CN1)C1=C(C=C(C=C1)N1C=NC=C1)O)C)(N2)C)C 2-(3-(((1R,2R,3S,5S)-2-fluoro-1,5-dimethyl-8-azabicyclo[3.2.1]octan-3-yl)(methyl)amino)-1,2,4-triazin-6-yl)-5-(1H-imidazol-1-yl)phenol